ClC1=C(C(=O)N)C=C(C=C1)CN1N=NC(=C1)C1=C(N=C2N1C=CC=C2F)C2=CC=C(C=C2)Cl 2-Chloro-5-((4-(2-(4-chlorophenyl)-8-fluoroimidazo[1,2-a]pyridin-3-yl)-1H-1,2,3-triazol-1-yl)methyl)benzamid